3-[2-[2-fluoro-3-[(3-oxo-2-piperidinyl)methyl]phenyl]phenoxy]propanoic acid FC1=C(C=CC=C1CC1NCCCC1=O)C1=C(OCCC(=O)O)C=CC=C1